BrC=1C=CC=C2CCC3(CC=4N=C(N=C(C4CO3)N3C[C@@H](N(CC3)C(=O)OC(C)(C)C)CC#N)SC)C12 tert-butyl (2s)-4-(7-bromo-2'-(methylthio)-2,3,5',8'-tetrahydrospiro[indene-1,7'-pyrano[4,3-d]pyrimidin]-4'-yl)-2-(cyanomethyl)piperazine-1-carboxylate